2-(3,4-Dimethoxyphenyl)-3-Ethyl-6-methyl-1H-indole COC=1C=C(C=CC1OC)C=1NC2=CC(=CC=C2C1CC)C